CC1=CC=C(C=N1)CC#N 2-(6-methylpyridine-3-yl)acetonitrile